NC1=NC2=C(C=C(C1)C(=O)O)C=CC(=C2)C=2C=NC(=CC2)CNC(=O)OC(C)(C)C 2-amino-8-[6-[(tert-butoxycarbonylamino)methyl]-3-pyridyl]-3H-1-benzazepine-4-formic acid